titanium tri-platinum [Pt].[Pt].[Pt].[Ti]